[Ni].[Pb] Lead nickel